1-(2-chlorophenyl)prop-2-yn-1-ol hydrogen (ethyl-acetate) C(C)CC(=O)O.ClC1=C(C=CC=C1)C(C#C)O